6-methoxy-3-((1-oxo-6-(phenylsulfonyl)phthalazin-2(1H)-yl)methyl)picolinamide COC1=CC=C(C(=N1)C(=O)N)CN1C(C2=CC=C(C=C2C=N1)S(=O)(=O)C1=CC=CC=C1)=O